ClC1=CC=C2C=C(C=NC2=C1)C(=O)N[C@H]1CC[C@@H](N(C1)C(=O)OC(C)(C)C)C(=O)N(N)C(=O)C1CC(C1)OC(F)(F)F tert-butyl (2R,5S)-5-(7-chloroquinoline-3-amido)-2-{N-[(1s,3s)-3-(trifluoromethoxy)cyclobutanecarbonyl]hydrazinecarbonyl}piperidine-1-carboxylate